C(C1=CC=CC=C1)N1CCC(=CC1)O[Si](CC)(CC)CC 1-benzyl-4-((triethylsilyl)oxy)-1,2,3,6-tetrahydropyridine